3-bromo-2-chloro-4,6-dimethyl-6,7-dihydro-5H-pyrrolo[3,4-b]pyridin-5-one BrC=1C(=C2C(=NC1Cl)CN(C2=O)C)C